ClC1=CC=C(C=C1)C1=NOC(=N1)N1CCN(CC1)C(=O)NCCCN1CCC(CC1)CC1=NC=CC=C1 4-(3-(4-Chlorophenyl)-1,2,4-oxadiazol-5-yl)-N-(3-(4-(Pyridin-2-ylmethyl)piperidin-1-yl)propyl)piperazin-1-carboxamid